(Z)-3-(2-hydroxyethyl)-11,11-dimethyl-13-((2,7,8-trimethyl-2-(4,8,12-trimethyltridecyl)chroman-6-yl)oxy)-10,12-dioxa-3-aza-11-silatriacont-21-en-1-ol OCCN(CCO)CCCCCCO[Si](OC(CCCCCCC\C=C/CCCCCCCC)OC=1C=C2CCC(OC2=C(C1C)C)(CCCC(CCCC(CCCC(C)C)C)C)C)(C)C